2,2-diaminobiphenyl NC1(C(=CC=CC1)C1=CC=CC=C1)N